Dodecyl benzenesulfonate sodium salt [Na].C1(=CC=CC=C1)S(=O)(=O)OCCCCCCCCCCCC